(3'S,5S)-2-(2-ethoxyphenyl)-3'-ethyl-7-[[(2R)-pyrrolidin-2-yl]methyl]-1'-[3-(trifluoromethyl)pyrazin-2-yl]spiro[6,8-dihydro-1,7-naphthyridine-5,4'-piperidine] C(C)OC1=C(C=CC=C1)C1=NC=2CN(C[C@@]3([C@@H](CN(CC3)C3=NC=CN=C3C(F)(F)F)CC)C2C=C1)C[C@@H]1NCCC1